8-(3-(methoxycarbonyl)-4-methylphenyl)-3,8-diazabicyclo[3.2.1]octane-3-benzoic acid tert-butyl ester C(C)(C)(C)OC(C1=CC=CC=C1N1CC2CCC(C1)N2C2=CC(=C(C=C2)C)C(=O)OC)=O